Bromo-5-fluoro-2-methoxyaniline BrNC1=C(C=CC(=C1)F)OC